ClC=1C(=C(SC1C)C(=O)OC)N(C(C)=O)CC1CCNCC1 methyl 4-chloro-5-methyl-3-(N-(piperidin-4-ylmethyl)acetamido)thiophene-2-carboxylate